Cl.ClC=1C=C2CNCC2=CC1 5-chloro-2,3-dihydro-1H-isoindole hydrochloride